CC(CC(=O)O)(CCO)O 3-methyl-3,5-dihydroxyvaleric acid